O=C1CCN(CCO1)C(=O)OC(C)(C)C tert-butyl 7-oxo-1,4-oxazepan-4-carboxylate